C(C1(C)C(C)(C)C(C(=O)[O-])CC1)(=O)[O-] (-)-Camphorate